C(C)(=O)OCCCCCCCC=O Oxo-octyl acetate